Cl.[C@@H]12N(C[C@@H](NC1)C2)C=2C=C1C=CNC1=CC2 5-((1S,4S)-2,5-diazabicyclo[2.2.1]Heptan-2-yl)-1H-indole-HCl